4,5-Dihydrobenzo[f][1,4]thiazepine-3(2H)-one S1CC(NCC2=C1C=CC=C2)=O